7-bromopyrazolo[1,5-a]pyridine-5-sulfonyl chloride BrC1=CC(=CC=2N1N=CC2)S(=O)(=O)Cl